C(C=C)(=O)N1C[C@@H](CC1)C1=CN(C=2C(=NNC(C21)=O)N)C2=CC=C(C=C2)OC2=C(C(=CC=C2)[2H])F (S)-3-(1-acryloylpyrrolidin-3-yl)-7-amino-1-(4-(2-fluorophenoxy-3-d)phenyl)-1,5-dihydro-4H-pyrrolo[2,3-d]pyridazin-4-one